BrC=1C=CC=C2C=CC(=NC12)O 8-bromoquinolin-2-ol